N1(CCCC1)CC=1C=CC(=NC1)/C=C/C1=NN(C2=CC(=CC=C12)N)C1OCCCC1 3-[(Trans)-2-[5-(pyrrolidin-1-ylmethyl)-2-pyridinyl]vinyl]-1-tetrahydropyran-2-ylindazol-6-amine